CN1N=C(C=2CCCC(C12)=O)C(=O)O 1-methyl-7-oxo-5,6-dihydro-4H-indazole-3-carboxylic acid